C1(CC1)CC1(CCC2(OCCO2)CC1)CCC=O 3-(8-(Cyclopropylmethyl)-1,4-dioxaspiro[4.5]decan-8-yl)propanal